tert-butyl 4-[6-[[4-[1-[3-chloro-4-(2-chloroethoxy)-5-cyano-phenyl]-1-methyl-ethyl]phenoxy]methyl]-2-methylsulfanyl-pyrimidin-4-yl]piperidine-1-carboxylate ClC=1C=C(C=C(C1OCCCl)C#N)C(C)(C)C1=CC=C(OCC2=CC(=NC(=N2)SC)C2CCN(CC2)C(=O)OC(C)(C)C)C=C1